propenyl decanoate C(CCCCCCCCC)(=O)OC=CC